3-(3-(3-trifluoromethylphenyl)-4-thiazolinonyl)-N-(4-1-N-pyrazolylbutyl)benzamide FC(C=1C=C(C=CC1)N1C(SC=C1C=1C=C(C(=O)NCCCCN2N=CC=C2)C=CC1)=O)(F)F